OC1=CC=C(C=C1)NC(=O)CC=1C(=C(C(=O)N(CC)CC)C=CC1)S(N)(=O)=O [(4-Hydroxy-phenylcarbamoyl)-methyl]-sulfamoyl-N,N-diethyl-benzamide